NC=1C=CC=C2CC[C@@H](OC12)C(=O)OCC |r| Ethyl (2RS)-8-aminochromane-2-carboxylate